4-fluoro-N-(4-(prop-2-ynyloxy)phenethyl)benzamide FC1=CC=C(C(=O)NCCC2=CC=C(C=C2)OCC#C)C=C1